2,6-bis(2-ethyloxyphenyl)-4-(4-(4-tert-butylphenyl)aminophenyl)pyridine C(C)OC1=C(C=CC=C1)C1=NC(=CC(=C1)C1=CC=C(C=C1)NC1=CC=C(C=C1)C(C)(C)C)C1=C(C=CC=C1)OCC